3-(2-(dimethylamino)ethyl)-1H-indol-4-yl 2-fluorobenzoate FC1=C(C(=O)OC2=C3C(=CNC3=CC=C2)CCN(C)C)C=CC=C1